C(C)(=O)C=1C(=C(C(=C(C1)Cl)F)C1CC(NC1)=O)OCC 4-(3-acetyl-5-chloro-2-ethoxy-6-fluorophenyl)pyrrolidin-2-one